COCC1=C(C=CC=C1)[C@H]1N(CC[C@H](C1)C(F)(F)F)S(=O)(=O)C1=CC=C(C)C=C1 (2s,4r)-2-(2-(methoxymethyl)phenyl)-1-p-toluenesulfonyl-4-(trifluoromethyl)piperidine